(R)-2-(4-(4-isopropylpyrazolo[1,5-a]pyridin-2-yl)-1,4,6,7-tetrahydro-5H-imidazo[4,5-c]pyridin-5-yl)-5-(pyrazin-2-yl)-1,3,4-oxadiazole C(C)(C)C=1C=2N(C=CC1)N=C(C2)[C@@H]2N(CCC1=C2N=CN1)C=1OC(=NN1)C1=NC=CN=C1